5-morpholino-N-[(E)-m-tolylmethyleneamino]-2-(4-pyridyl)imidazo[1,2-c]pyrimidin-7-amine O1CCN(CC1)C1=NC(=CC=2N1C=C(N2)C2=CC=NC=C2)N/N=C/C=2C=C(C=CC2)C